FC(C(=O)O)(F)F.S1C2=C(C(=C1)C#N)C=CC=C2 benzo[b]thiophene-3-carbonitrile (trans)-trifluoroacetate